(9H-fluoren-9-yl)methyl (S)-(1-((3-formyl-5-methylthiophen-2-yl)amino)-1-oxopropan-2-yl)carbamate C(=O)C1=C(SC(=C1)C)NC([C@H](C)NC(OCC1C2=CC=CC=C2C=2C=CC=CC12)=O)=O